[Br-].C(C)(=O)OCC[N+](C)(C)C Acetylcholine bromide